(Z)-2-(2,6-dioxopiperidin-3-yl)-5-(4-(2-((4-(4-(1-(4-hydroxyphenyl)-2-phenylbut-1-en-1-yl)phenoxy)cyclohexyl)oxy)ethyl)piperazin-1-yl)isoindoline-1,3-dione O=C1NC(CCC1N1C(C2=CC=C(C=C2C1=O)N1CCN(CC1)CCOC1CCC(CC1)OC1=CC=C(C=C1)\C(=C(\CC)/C1=CC=CC=C1)\C1=CC=C(C=C1)O)=O)=O